C1(=CC=CC=C1)C1=NC2=CC=CC=C2C(=N1)N 2-phenyl-quinazoline-4-amine